2-amino-7-(3,4-difluorobenzyl)-9-((2R,3S,4S,5R)-4-fluoro-3-hydroxy-5-(hydroxymethyl)tetrahydrofuran-2-yl)-7,9-dihydro-1H-purine-6,8-dione NC=1NC(C=2N(C(N(C2N1)[C@@H]1O[C@@H]([C@H]([C@H]1O)F)CO)=O)CC1=CC(=C(C=C1)F)F)=O